C(CCCCCCCCCCCCCO)O 1,14-Tetradecanediol